CC(CC)SC1=CC(=C(C=C1OC)CCNO)OC N-[2-(4-butan-2-ylsulfanyl-2,5-dimethoxyphenyl)ethyl]hydroxylamine